methyl 2-(1-(3,4-dichlorobenzoyl)-3-methylpiperidin-3-yl)-5-hydroxy-1-methyl-6-oxo-1,6-dihydropyrimidine-4-carboxylate ClC=1C=C(C(=O)N2CC(CCC2)(C)C=2N(C(C(=C(N2)C(=O)OC)O)=O)C)C=CC1Cl